3-bromo-2-chloro-5-(2,2-dimethylpropylsulfanyl)pyridine BrC=1C(=NC=C(C1)SCC(C)(C)C)Cl